undecyl 6-[(2S)-4-[3-(dimethylamino)propoxy]-2-({[5-(heptadecan-9-yloxy)-5-oxopentyl]oxy}carbonyl) pyrrolidin-1-yl]hexanoate CN(CCCOC1C[C@H](N(C1)CCCCCC(=O)OCCCCCCCCCCC)C(=O)OCCCCC(=O)OC(CCCCCCCC)CCCCCCCC)C